1-(4-(7-(6-amino-3-(trifluoromethyl)pyridin-2-yl)-6-chloro-2-((1-(dimethylamino)cyclopropyl)methoxy)quinazolin-4-yl)piperazin-1-yl)prop-2-en-1-one NC1=CC=C(C(=N1)C1=C(C=C2C(=NC(=NC2=C1)OCC1(CC1)N(C)C)N1CCN(CC1)C(C=C)=O)Cl)C(F)(F)F